[N+](=O)([O-])C=1C=C2C=C(C(OC2=CC1)=O)C(=O)O 6-Nitro-3-carboxycoumarin